(S)-3-(methoxymethyl)morpholine COC[C@@H]1NCCOC1